C(C=C)COC(=O)C1=NN(C2=CC=CC(=C2C1=O)S(=O)(=O)C)C1=CC=C(C=C1)OC(F)(F)F 5-methylsulfonyl-4-oxo-1-[4-(trifluoromethoxy)phenyl]cinnoline-3-carboxylic acid allylmethyl ester